(3-fluoro-1-methylpiperidin-4-yl)-1H-pyrazol-4-amine FC1CN(CCC1N1N=CC(=C1)N)C